BrC=1C(=NN(C1C)C1=NC(=NC=C1)N1CCN(CC1)C(=O)N1N=CC[C@H]1C=1C=C(C#N)C=C(C1)F)C (S)-3-(1-(4-(4-(4-bromo-3,5-dimethyl-1H-pyrazol-1-yl)pyrimidin-2-yl)piperazine-1-carbonyl)-4,5-dihydro-1H-pyrazol-5-yl)-5-fluorobenzonitrile